(4-bromophenyl)magnesium bromide BrC1=CC=C(C=C1)[Mg]Br